C(CCCCCCCCCCCCCCC)N(C1=CC=CC=C1)CCCCCCCCCCCCCCCC di(hexadecyl)aniline